1-{2-[(3S,5S)-1-{[(3R,4R)-1-cyclopentyl-3-fluoro-4-(4-methoxyphenyl)pyrrolidin-3-yl]carbonyl}-5-(methoxymethyl)pyrrolidin-3-yl]-5-(trifluoromethyl)phenyl}piperidine-4-carboxylic acid C1(CCCC1)N1C[C@@]([C@@H](C1)C1=CC=C(C=C1)OC)(F)C(=O)N1C[C@@H](C[C@H]1COC)C1=C(C=C(C=C1)C(F)(F)F)N1CCC(CC1)C(=O)O